4-(5-(2,6-dimethylphenoxy)-1-methyl-2-oxo-1,2-dihydropyridin-4-yl)-6-methyl-2-(pyridin-2-yl)-1-tosyl-1,6-dihydro-7H-pyrrolo[2,3-c]pyridin-7-one CC1=C(OC=2C(=CC(N(C2)C)=O)C=2C3=C(C(N(C2)C)=O)N(C(=C3)C3=NC=CC=C3)S(=O)(=O)C3=CC=C(C)C=C3)C(=CC=C1)C